O1C=NC2=C1C=C(C=C2)\C=C\2/N=C(NC2=O)N[C@@H]2CC[C@H](CCC2)OC |r| (±)-(4Z)-4-(1,3-Benzoxazol-6-ylmethylene)-2-[[trans-4-methoxycycloheptyl]amino]-1H-imidazol-5-one